C(C1=CC=CC=C1)C(C(=O)O)(C(=O)O)OC[C@H]1O[C@H]([C@@H]([C@@]1(O)C#C)O)N1C2=NC(=NC(=C2N=C1)NC)Cl 2-benzyl-2-(((2R,3S,4R,5R)-5-(2-chloro-6-(methylamino)-9H-purin-9-yl)-3-ethynyl-3,4-dihydroxytetrahydrofuran-2-yl)methoxy)malonic acid